S(CCC(C(=O)[O-])CC1=CC(=C(C(=C1)C(C)(C)C)O)C(C)(C)C)CCC(C(=O)[O-])CC1=CC(=C(C(=C1)C(C)(C)C)O)C(C)(C)C 2,2'-thiodiethylenebis[3-(3,5-di-tert-butyl 4-hydroxyphenyl) propionate]